3-nitropyrazolo[1,5-a]pyrimidin-5-ol [N+](=O)([O-])C=1C=NN2C1N=C(C=C2)O